{2,6-bis[2,6-diisopropyl-4-(2-methoxyphenyl)phenyl]phenyl}-dicyclohexylphosphine C(C)(C)C1=C(C(=CC(=C1)C1=C(C=CC=C1)OC)C(C)C)C1=C(C(=CC=C1)C1=C(C=C(C=C1C(C)C)C1=C(C=CC=C1)OC)C(C)C)P(C1CCCCC1)C1CCCCC1